OC1=C(C=CC=C1)C1=CC2=C(N=N1)NC(=C2CCOC2COCC2)C2C[C@H]1COC[C@@H](C2)N1C(C=C)=O 1-((1R,5S,7s)-7-(3-(2-hydroxyphenyl)-5-(2-((tetrahydrofuran-3-yl)oxy)ethyl)-7H-pyrrolo[2,3-c]pyridazin-6-yl)-3-oxa-9-azabicyclo[3.3.1]nonan-9-yl)prop-2-en-1-one